C1(CC1)CC1=C(N=C(S1)NS(=O)(=O)C1=NC=C(C=C1C)NCC1=C(C(=CC=C1)OC)O)C1=CC(=C(C=C1)F)F N-(5-(cyclopropylmethyl)-4-(3,4-difluorophenyl)thiazol-2-yl)-5-((2-hydroxy-3-methoxybenzyl)amino)-3-methylpyridine-2-sulfonamide